OC1=CC=C(C=C1)C1=CC(=C(C=C1C(C)C)C(C)C)C1=CC=C(C=C1)O bis(4-hydroxyphenyl)-meta-diisopropylbenzene